N-(2,5-bis(piperidin-1-yl)thiazolo[4,5-b]pyridin-6-yl)-2-(2-methylpyridin-4-yl)oxazole-4-carboxamide N1(CCCCC1)C=1SC=2C(=NC(=C(C2)NC(=O)C=2N=C(OC2)C2=CC(=NC=C2)C)N2CCCCC2)N1